tert-butyl (4aR,7aS)-hexahydropyrrolo[3,4-b][1,4]oxazin-6(2H)-carboxylate O1[C@@H]2[C@H](NCC1)CN(C2)C(=O)OC(C)(C)C